CC(=CCN(C(CN1CCN(CC1)C(C1=CC=C(C=C1)C)=O)=O)C=1C(N(C(N(C1)C)=O)C)=O)C N-(3-methylbut-2-en-1-yl)-N-(1,3-dimethyl-2,4-dioxo-1,2,3,4-tetrahydropyrimidin-5-yl)-2-(4-(4-methylbenzoyl)piperazin-1-yl)acetamide